ClC=1C=C(C=C(C1OC(\C=C\C1=CC(=NC=C1)Cl)=O)OC)C1NC(NC(=C1C(=O)OCC)C)=O (E)-ethyl 4-(3-chloro-4-(3-(2-chloropyridin-4-yl)acryloyloxy)-5-methoxyphenyl)-6-methyl-2-oxo-1,2,3,4-tetrahydropyrimidine-5-carboxylate